1-(4-(2-(3,5-dichloro-4-(3-chloropropoxy)phenyl)propan-2-yl)phenoxy)-3-(ethylsulfonyl)propan-2-ol ClC=1C=C(C=C(C1OCCCCl)Cl)C(C)(C)C1=CC=C(OCC(CS(=O)(=O)CC)O)C=C1